3-(5-((((3S,4S)-8-(6-amino-5-((2-aminopyridin-4-yl)thio)pyrazin-2-yl)-3-methyl-2-oxa-8-azaspiro[4.5]decan-4-yl)amino)methyl)-7-fluoro-1-oxoisoindolin-2-yl)piperidine-2,6-dione NC1=C(N=CC(=N1)N1CCC2([C@@H]([C@@H](OC2)C)NCC=2C=C3CN(C(C3=C(C2)F)=O)C2C(NC(CC2)=O)=O)CC1)SC1=CC(=NC=C1)N